bis-(4-(4-aminophenoxy) phenyl) sulfone NC1=CC=C(OC2=CC=C(C=C2)S(=O)(=O)C2=CC=C(C=C2)OC2=CC=C(C=C2)N)C=C1